N1(CCNCC1)C1=C2C=CN=NC2=C(C=C1)C(=O)N 5-(piperazin-1-yl)cinnoline-8-carboxamide